FC1=CC=C(C=C1)SC1=CC2=C(N=C(N=C2)NC=2C=C3C=CNC3=CC2)N(C1=O)C 6-(4-fluorophenyl)sulfanyl-2-(1H-indol-5-ylamino)-8-methylpyrido[2,3-d]pyrimidin-7-one